C(#N)CC(=O)N[C@@H]1C(=O)OC(C1)=O (S)-2-(2-cyanoacetamido)succinic anhydride